C(C)(C)(C)C=1C(=NC=CC1C(C)(C)C)C1=NC=CC(=C1)C(C)(C)C tert-butyl-4,4'-di-tert-butyl-2,2'-bipyridine